2-[4-(2-hydroxyethyl)piperazin-1-yl]ethanol OCCN1CCN(CC1)CCO